C(C)(C)(C)OC(N[C@@H]1C[C@H](CCC1)NC1=NC=C(C(=N1)C1=CNC2=C(C=CC=C12)Br)C(F)(F)F)=O trans-(3-((4-(7-bromo-1H-indol-3-yl)-5-(trifluoromethyl)pyrimidin-2-yl)amino)cyclohexyl)carbamic acid tert-butyl ester